FC(OC=1C=2N(C=C(C1)C(F)(F)F)C[C@@]1(CC[C@H](C3=C(C(=CC=C13)C#N)F)F)N2)F (1'S,4'R)-8-(difluoromethoxy)-4',5'-difluoro-6-(trifluoromethyl)-3',4'-dihydro-2'H,3H-spiro[imidazo[1,2-a]pyridine-2,1'-naphthalene]-6'-carbonitrile